The molecule is the 2(1),2(2),13-trimethyl ester of (2R,2(1)S)-2(1),2(2)-dicarboxy-8-ethenyl-2,7,12,18-tetramethyl-2,2(1)-dihydrobenzo[b]porphyrin-13,17-dipropanoic acid. It is a beta-substituted porphyrin, a carboxylic acid and a methyl ester. It derives from a (2R,2(1)S)-2(1),2(2)-dicarboxy-8-ethenyl-2,7,12,18-tetramethyl-2,2(1)-dihydrobenzo[b]porphyrin-13,17-dipropanoic acid. It is an enantiomer of a (2S,2(1)R)-8-ethenyl-2(1),2(2)-bis(methoxycarbonyl)-13-(3-methoxy-3-oxopropyl)-2,7,12,18-tetramethyl-2,2(1)-dihydrobenzo[b]porphyrin-17-propanoic acid. CC1=C(C2=CC3=NC(=CC4=C(C(=C(N4)C=C5[C@@]6([C@@H](C(=CC=C6C(=N5)C=C1N2)C(=O)OC)C(=O)OC)C)C)CCC(=O)O)C(=C3C)CCC(=O)OC)C=C